4-(6-Propionylpyrazolo[1,5-a]pyridin-3-yl)piperazine-1-carboxylic acid tert-butyl ester C(C)(C)(C)OC(=O)N1CCN(CC1)C=1C=NN2C1C=CC(=C2)C(CC)=O